FC(C(=O)O)(F)F.C(C)C=1N=C2N(C=C(C=N2)F)C1C(=O)C=1C=C(C(=C(C#N)C1)O)C#N 5-(2-ethyl-6-fluoroimidazo[1,2-a]pyrimidine-3-carbonyl)-2-hydroxyisophthalonitrile 2,2,2-trifluoroacetate